N-methyl-3-phenyl-3-[4-(trifluoromethyl)phenoxy]propan-1-amine CNCCC(OC1=CC=C(C=C1)C(F)(F)F)C1=CC=CC=C1